(R)-3-[2-[3-(8-Amino-1,7-naphthyridin-2-yl)phenyl]ethynyl]-3-hydroxy-1-methylpyrrolidin-2-one NC=1N=CC=C2C=CC(=NC12)C=1C=C(C=CC1)C#C[C@]1(C(N(CC1)C)=O)O